CN1C(C=CC(=C1)C1=CSC2=C1N=C(N=C2N2[C@@H](COCC2)C)C2=C1C(=NC=C2)NC=C1)=O (R)-1-methyl-5-(4-(3-methylmorpholino)-2-(1H-pyrrolo[2,3-b]pyridin-4-yl)thieno[3,2-d]pyrimidin-7-yl)pyridin-2(1H)-one